1-(4-(1-Hydroxyethyl)phenyl)pyrrolidin-2-one OC(C)C1=CC=C(C=C1)N1C(CCC1)=O